FC1=C(C=C(C=C1)C1=NOC(=N1)CN1C(N(C(C1=O)(C)C)CCN1CCOCC1)=O)C(F)(F)F 3-((3-(4-fluoro-3-(trifluoromethyl)phenyl)-1,2,4-oxadiazol-5-yl)methyl)-5,5-dimethyl-1-(2-morpholinoethyl)imidazolidine-2,4-dione